CC1(CCC(O1)CN)C (5,5-dimethyltetrahydrofuran-2-yl)methylamine